acrylic acid 3-methoxybutyl-acrylate COC(CCOC(C=C)=O)C.C(C=C)(=O)O